The molecule is a dihydroxyflavanone that is (2S)-flavanone substituted by hydroxy groups at positions 7 and 4' and prenyl groups at positions 3' and 5' respectively. It has a role as a plant metabolite. It is a dihydroxyflavanone and a member of 4'-hydroxyflavanones. It derives from a (2S)-flavanone. CC(=CCC1=CC(=CC(=C1O)CC=C(C)C)[C@@H]2CC(=O)C3=C(O2)C(=C(C=C3)O)CC=C(C)C)C